(1r,3r,5r,7r)-2-oxa-6-azaadamantane hydrochloride Cl.C12OC3CC(NC(C1)C3)C2